Cl.CC1(NC(CC(C1)NC=1SC2=C(N1)C=CC=C2)(C)C)C N-(2,2,6,6-tetramethylpiperidin-4-yl)-1,3-benzothiazol-2-amine hydrochloride